tert-butyl (1R,3S,5S)-3-(3-(2-(methoxymethoxy)-4-((E)-3-(methylamino)-3-oxoprop-1-en-1-yl)phenyl)-7-oxopyrido[2,3-c]pyridazin-8(7H)-yl)-8-azabicyclo[3.2.1]octane-8-carboxylate COCOC1=C(C=CC(=C1)\C=C\C(=O)NC)C1=CC2=C(N=N1)N(C(C=C2)=O)C2C[C@H]1CC[C@@H](C2)N1C(=O)OC(C)(C)C